BrC=1C=C(N(N1)CCCC(F)F)C1=NC2=C(C(O1)=O)C=C(C=C2C)Cl 2-[5-bromo-2-(4,4-difluorobutyl)pyrazol-3-yl]-6-chloro-8-methyl-3,1-benzoxazin-4-one